(1S,9S)-9-Ethyl-5-fluoro-9-hydroxy-1-((3-(hydroxymethyl)cyclobutyl)amino)-4-methyl-1,2,3,9,12,15-hexahydro-10H,13H-benzo[de]pyrano[3',4':6,7]indolizino[1,2-b]quinoline-10,13-dione C(C)[C@]1(C(OCC=2C(N3CC=4C(=NC=5C=C(C(=C6C5C4[C@H](CC6)NC6CC(C6)CO)C)F)C3=CC21)=O)=O)O